COC1=C2C(=CNC2=CC=C1OC)C=O 4,5-DIMETHOXY-1H-INDOLE-3-CARBALDEHYDE